FC1=C(C=CC(=C1OC)OC)B1OC(C(O1)(C)C)(C)C 2-(2-fluoro-3,4-dimethoxy-phenyl)-4,4,5,5-tetramethyl-1,3,2-dioxaborolane